silver bis(pyridine) permanganate [Mn](=O)(=O)(=O)[O-].N1=CC=CC=C1.N1=CC=CC=C1.[Ag+]